C1(CCC1)C(=O)N1CCN(CC1)C(=O)N(C1=CC(=CC=C1)F)CC=1N=C2N(C=CC(=C2)C=2OC(=NN2)C(F)F)C1 4-(cyclobutanecarbonyl)-N-((7-(5-(difluoromethyl)-1,3,4-oxadiazol-2-yl)imidazo[1,2-a]pyridine-2-yl)methyl)-N-(3-fluorophenyl)piperazine-1-carboxamide